NC=1C=C(C=C(C1)C(COC)(F)F)[C@@H](C)NC1=NC(=NC2=C(C=C(C=C12)C1(CCOCC1)F)Cl)C (R)-N-(1-(3-amino-5-(1,1-difluoro-2-methoxyethyl)phenyl)ethyl)-8-chloro-6-(4-fluorotetrahydro-2H-pyran-4-yl)-2-methylquinazolin-4-amine